COCCOC=1C(=NC=NC1)CN 1-[5-(2-methoxyethoxy)pyrimidin-4-yl]Methylamine